C(C)C1=CC2=C(C3=CC(=CC=C3C(=C2C=C1)C(=O)OCCCCCC)CC)C(=O)OCCCCCC 2,7-diethyl-9,10-bis(n-hexyloxycarbonyl)anthracene